4-[3-[2-(Carboxymethoxy)-4-hex-5-enoxyphenyl]-3-oxoprop-1-enyl]benzoic acid C(=O)(O)COC1=C(C=CC(=C1)OCCCCC=C)C(C=CC1=CC=C(C(=O)O)C=C1)=O